ClC=1C=C(OC2CCC(CC2)NC(=O)C=2N=NC(=CC2)N2C[C@H](OCC2)CO)C=CC1C#N N-((1r,4R)-4-(3-chloro-4-cyanophenoxy)cyclohexyl)-6-((S)-2-(hydroxymethyl)morpholino)pyridazine-3-carboxamide